2-methyl-4-isopentenyl-cyclopentene CC1=CCC(C1)CCC(=C)C